Cl.N1CC(C1)C(C)(C)O 2-(azetidin-3-yl)propan-2-ol HCl